zirconium butylamine C(CCC)N.[Zr]